ClC1=C(C2=C(C=3NC(C=4N(C13)C(=NN4)C)(C)C)CCO2)C=2C(=NC=C(C2)Cl)OC 5-chloro-6-(5-chloro-2-methoxypyridin-3-yl)-3,11,11-trimethyl-8,9,10,11-tetrahydrofuro[3,2-f][1,2,4]triazolo[4,3-a]quinoxaline